N1(N=CC=C1)CC=1C(=C(C=2CCCCC2C1)C#N)F ((1H-pyrazol-1-yl)methyl)-2-fluoro-5,6,7,8-tetrahydronaphthalene-1-carbonitrile